CN(C)\C=N\NC(=O)C1CCN(CC1)C(=O)OC(C)(C)C tert-butyl 4-(N'-[(1E)-(dimethylamino)methylidene]hydrazinecarbonyl)piperidine-1-carboxylate